9-(4-((1-(3-fluoropropyl)azetidin-3-ylidene)methyl)phenyl)-8-(3-methoxy-2-methylphenyl)-6,7-dihydro-5H-benzo[7]annulene-3-carboxylic acid FCCCN1CC(C1)=CC1=CC=C(C=C1)C1=C(CCCC2=C1C=CC(=C2)C(=O)O)C2=C(C(=CC=C2)OC)C